C1(CC1)N1C(=O)N(C=2N=C(NC2C1=O)C=1C=NC(=CC1)NCCCN1C(CCC1)=O)CCC cyclopropyl-8-(6-((3-(2-oxo-1-pyrrolidinyl)propyl)amino)-3-pyridyl)-3-propylxanthine